[Cl-].C(CC)C1=NC=CN1C propyl-3-methylimidazole chloride